C(C)OC(CCCN1C=C(C2=CC=CC=C12)C(C(=O)OCC)=O)=O 4-(3-(2-ethoxy-2-oxoacetyl)-1H-indol-1-yl)butanoic acid ethyl ester